CC1=CC=CC(=N1)C(NC1=CC=CC=C1)P(OC1=CC=CC=C1)(OC1=CC=CC=C1)=O diphenyl ((6-methylpyridin-2-yl)(phenylamino)methyl)phosphonate